2-amino-2-(3-chlorophenyl)propanoic acid NC(C(=O)O)(C)C1=CC(=CC=C1)Cl